(4S)-2-amino-3-cyano-4-methyl-6,7-dihydro-5H-1-benzothiophene-4-carboxylic acid NC=1SC2=C(C1C#N)[C@](CCC2)(C(=O)O)C